NC1=NC=CC=C1C1=NC=2C(=NC(=CC2)C2=NN(N=C2)C)N1C1=CC=C(CN2CCC(CC2)NC2=NC(=NC=C2)C#N)C=C1 4-((1-(4-(2-(2-aminopyridin-3-yl)-5-(2-methyl-2H-1,2,3-triazol-4-yl)-3H-imidazo[4,5-b]pyridin-3-yl)benzyl)piperidin-4-yl)amino)pyrimidine-2-carbonitrile